C(C=C)(=O)N1[C@H](CN(CC1)C1=NC(=NC2=C(C(=CC=C12)C1=CC=CC=2CC3C(C12)C3)F)OC[C@H]3N(CCC3)C)CC#N 2-((2S)-1-acryloyl-4-(8-fluoro-2-(((S)-1-methylpyrrolidin-2-yl)methoxy)-7-(1,1a,6,6a-tetrahydrocyclopropa[a]inden-2-yl)quinazolin-4-yl)piperazin-2-yl)acetonitrile